C[C@]12C[C@@]3([C@@H]4C[C@]1([C@@]4([C@H](O2)O3)COC(=O)C5=CC=CC=C5)O[C@H]6[C@@H]([C@H]([C@@H]([C@H](O6)CO)O)O)O)OS(=O)(=O)O The molecule is a monoterpene glycoside with formula C23H28O14S, originally isolated from the roots of Paeonia lactiflora. It has a role as a plant metabolite. It is a beta-D-glucoside, a benzoate ester, a bridged compound, a cyclic acetal and a monoterpene glycoside. It derives from a paeoniflorin.